NN1N(C=CC(N1)(N)N)N 2,4-diamino-1,4-diamino-triazine